FC=1C=CC2=C(NC(OC2=O)=O)C1 7-fluoro-2H-benzo[d][1,3]oxazine-2,4(1H)-dione